FC1=CC(=C(OC=2N=NC(=CC2C(=O)NC2=CC(=CC=C2)S(N)(=O)=O)C(F)(F)F)C=C1)OC 3-(4-fluoro-2-methoxyphenoxy)-N-(3-sulfamoylphenyl)-6-(trifluoromethyl)pyridazine-4-carboxamide